N1CC(C1)N1CCN2C1=C(C1=C2N=CN=C1N)C1=CC(=C(C=C1)OC1=NC(=CC=C1)C)F 6-(azetidin-3-yl)-5-(3-fluoro-4-((6-methylpyridin-2-yl)oxy)phenyl)-7,8-dihydro-6H-imidazo[1',2':1,5]pyrrolo[2,3-d]pyrimidine-4-amine